biguanide octanate C(CCCCCCC)(=O)O.NC(=N)NC(=N)N